7-isopropoxy-2-(1-methyl-2-oxabicyclo[2.1.1]hex-4-yl)imidazo[1,2-a]pyrimidine-6-carboxylic acid methyl ester COC(=O)C=1C(=NC=2N(C1)C=C(N2)C21COC(C2)(C1)C)OC(C)C